(6-((2-((5-ethyl-2-methoxy-6-(4-methylpiperazin-1-yl)pyridin-3-yl)amino)-7H-pyrrolo[2,3-d]pyrimidin-4-yl)amino)quinoxalin-5-yl)dimethylphosphine oxide C(C)C=1C=C(C(=NC1N1CCN(CC1)C)OC)NC=1N=C(C2=C(N1)NC=C2)NC=2C(=C1N=CC=NC1=CC2)P(C)(C)=O